(S)-4-((S)-2-((S)-2-acetamido-3-phenylpropanamido)propanamido)-5-amino-5-oxopentanoic acid C(C)(=O)N[C@H](C(=O)N[C@H](C(=O)N[C@@H](CCC(=O)O)C(=O)N)C)CC1=CC=CC=C1